NC1=C2N=C(N(C2=NC=N1)CCCNS(=O)(=O)CC)SC=1C=C2C(CCC2=CC1I)F Ethanesulfonic acid {3-[6-amino-8-(3-fluoro-6-iodo-indan-5-ylsulfanyl)-purin-9-yl]-propyl}-amide